FC(C(=O)O)(F)F.FC1(CNC2C1N(OC2)CCC(C(=O)OCC=C)(C)C)F allyl 4-(6,6-Difluorohexahydro-1H-pyrrolo[3,2-c]isoxazol-1-yl)-2,2-dimethylbutyrate 2,2,2-trifluoroacetate salt